N-[6-(methanesulfonylmethyl)pyridin-3-yl]-6-{8-methyl-1H,2H,3H-pyrido[2,3-b][1,4]oxazin-7-yl}-5,6,7,8-tetrahydro-2,6-naphthyridin-3-amine CS(=O)(=O)CC1=CC=C(C=N1)NC=1N=CC=2CCN(CC2C1)C1=C(C2=C(OCCN2)N=C1)C